(5S)-5-{[(3R,4S)-3,4-Difluoropyrrolidin-1-yl]carbonyl}-2-{(1RS)-1-[6-(trifluoromethyl)pyridin-3-yl]ethyl}-5,6,7,8-tetrahydro[1,2,4]triazolo[4,3-a]pyridin-3(2H)-one F[C@@H]1CN(C[C@@H]1F)C(=O)[C@@H]1CCCC=2N1C(N(N2)[C@H](C)C=2C=NC(=CC2)C(F)(F)F)=O |&1:18|